ClC1=C(C=CC=C1)CN1N=C(C=C1C1=CC(=CC=C1)OC(F)(F)F)COC(C(=O)O)(C)C 2-([1-[(2-Chlorophenyl)methyl]-5-[3-(trifluoromethoxy)phenyl]1H-pyrazol-3-yl]methoxy)-2-methylpropanoic acid